FC=1C=CC(=C(C1)C1=C(C(=O)N)C=CN=C1)OC (5-fluoro-2-methoxyphenyl)isonicotinamide